(2R,4R)-4-amino-5-(5'-chloro-2'-fluorobiphenyl-4-yl)-2-hydroxypentanoic acid ethyl ester C(C)OC([C@@H](C[C@@H](CC1=CC=C(C=C1)C1=C(C=CC(=C1)Cl)F)N)O)=O